N(=[N+]=[N-])CCOCCOCCN[C@@H]1C[C@H](CC1)NC1=CC(=NC=2N1N=CC2)C(CC)CC (1S,3S)-N1-[2-[2-(2-azidoethoxy)ethoxy]ethyl]-N3-[5-(1-ethylpropyl)pyrazolo[1,5-a]pyrimidin-7-yl]cyclopentane-1,3-diamine